NC=1C(=NC=C(N1)Cl)SC1=C(C(=NC=C1)N=S(C)(C)=C=O)Cl ((4-((3-amino-5-chloropyrazin-2-yl)thio)-3-chloropyridin-2-yl)imino)dimethyl-λ6-Thioketone